N-(7-(hydroxyamino)-7-oxoheptyl)-2-((5-chloro-2,3-dihydrobenzofuran-3-yl)amino)pyrimidine-5-carboxamide ONC(CCCCCCNC(=O)C=1C=NC(=NC1)NC1COC2=C1C=C(C=C2)Cl)=O